2-(7,7-difluoro-3-azabicyclo[4.1.0]heptan-3-yl)-N-(3-(4,4-difluoropiperidin-1-yl)-4-methoxyphenyl)-4-(ethylsulfonamido)benzamide FC1(C2CCN(CC12)C1=C(C(=O)NC2=CC(=C(C=C2)OC)N2CCC(CC2)(F)F)C=CC(=C1)NS(=O)(=O)CC)F